ClC=1C=C(C(=O)NC2=CC=C(C=C2)[C@@H]2CNCCO2)C=C(N1)C |r| (RS)-2-Chloro-6-methyl-N-(4-(morpholin-2-yl)-phenyl)-isonicotinamid